N1N=CC=2C1=C1C3C4CCC(C3C(NC1=CC2)C=2C=C1C(=NNC1=CC2)N)C4 5-(6,7,7a,8,9,10,11,11a-Octahydro-1H-8,11-methanopyrazolo[3,4-a]phenanthridin-7-yl)-1H-indazol-3-amine